C(C1=CC=CC=C1)O[C@H]1C[C@@H]2COC3=C(C(N2C1)=O)C(=CC=C3)OC3CCCC3 (2S,11aR)-2-(benzyloxy)-6-(cyclopentyloxy)-2,3,11,11a-tetrahydro-1H,5H-benzo[f]pyrrolo[2,1-c][1,4]Oxazepin-5-one